CN1N=NC2=C1C=CC(=C2C)[C@H](CC(=O)O)C=2C=C1CCCC1=C(C2)CN2S(C1=C(C[C@@H](C2)CC)C=CC=C1)(=O)=O |o1:31| (3R)-3-(1,4-Dimethyl-1H-benzotriazol-5-yl)-3-(7-{[(4S*)-4-ethyl-1,1-dioxido-4,5-dihydro-1,2-benzothiazepin-2(3H)-yl]methyl}-2,3-dihydro-1H-inden-5-yl)propanoic acid